S1C=NC2=C1C(=CC=C2)C2=CC=C(C=C2)C2N(CCC2)C(=O)NC=2N=C(SC2)C#C 2-(4-(Benzo[d]thiazol-7-yl)phenyl)-N-(2-ethynylthiazol-4-yl)pyrrolidine-1-carboxamide